N-(4-(benzylthio)-2,6-difluorobenzyl)-6-fluoro-7-methoxy-3-nitroquinolin-4-amine C(C1=CC=CC=C1)SC1=CC(=C(CNC2=C(C=NC3=CC(=C(C=C23)F)OC)[N+](=O)[O-])C(=C1)F)F